7-hydroxy-2-(4-hydroxyphenyl)-4-oxo-3,4-dihydro-2H-chromen-3-yl beta-D-glucopyranoside O([C@H]1[C@H](O)[C@@H](O)[C@H](O)[C@H](O1)CO)C1C(OC2=CC(=CC=C2C1=O)O)C1=CC=C(C=C1)O